ClC1=NC=C(C=N1)SCCC 2-chloro-5-(propylsulfanyl)pyrimidine